CC1=CC2=C(NC(CC(=N2)C2=CC(=CC=C2)NC2=NC=CC=N2)=O)C=C1C(F)(F)F 7-Methyl-4-(3-(pyrimidin-2-ylamino)phenyl)-8-(trifluoromethyl)-1H-benzo[b][1,4]diazepin-2(3H)-one